C(C)(=O)OC1(CN(C1)CC1=C(C=C(C(=C1)C)Br)C)C 1-(4-bromo-2,5-dimethylbenzyl)-3-methylazetidin-3-yl acetate